1-(3-(5-bromothiophene-2-carboxamido)cyclohexyl)-N-methyl-2-(1H-pyrazol-3-yl)-1H-benzo[d]imidazole-5-carboxamide BrC1=CC=C(S1)C(=O)NC1CC(CCC1)N1C(=NC2=C1C=CC(=C2)C(=O)NC)C2=NNC=C2